di(ethylcyclopentyl)vanadium C(C)C1(CCCC1)[V]C1(CCCC1)CC